N-(4-bromo-5-nitrothiazol-2-yl)acetamide BrC=1N=C(SC1[N+](=O)[O-])NC(C)=O